C(C1=CC=CC=C1)OCCCC(C(C(=O)OCC)(F)F)O ethyl 6-(benzyloxy)-2,2-difluoro-3-hydroxyhexanoate